(2S,3R,4R)-1-acetyl-N-(2-cyanoethyl)-2,3-dimethyl-4-((4-methylpyrimidin-2-yl)amino)-1,2,3,4-tetrahydroquinoline-6-carboxamide C(C)(=O)N1[C@H]([C@@H]([C@H](C2=CC(=CC=C12)C(=O)NCCC#N)NC1=NC=CC(=N1)C)C)C